(R)-6-amino-9-(1-(but-2-ynoyl)pyrrolidin-3-yl)-7-(4-phenoxyphenyl)-7,9-dihydro-8H-purin-8-one NC1=C2N(C(N(C2=NC=N1)[C@H]1CN(CC1)C(C#CC)=O)=O)C1=CC=C(C=C1)OC1=CC=CC=C1